C[Si]1(O[Si](O[Si](O[Si](O[Si](O1)(C)C)(C)C)(C)C)(C)C)C Decamethyl-Cyclopentasiloxan